O1CCC(=CC1)C=1C=C(C(NC1C(F)(F)F)=O)C(=O)NC1C2=CC=C(C=C2OC=2C=CC=C(C12)C)C 5-(3,6-dihydro-2H-pyran-4-yl)-N-(1,6-dimethyl-9H-xanthen-9-yl)-2-oxo-6-(trifluoromethyl)-1,2-dihydropyridine-3-carboxamide